FC1=C(CN2CN(CC3=C2SC(=C3CN(C)C)C3=CC=C(C=C3)[N+](=O)[O-])C=3C=NC(=CC3)OCC3COC3)C(=CC=C1)F 1-(2,6-difluorobenzyl)-5-((dimethylamino)methyl)-6-(4-nitrophenyl)-3-(6-(oxetan-3-ylmethoxy)pyridin-3-yl)thieno[2,3-d]pyrimidine